3-(5-(((1R,2R)-2-(3-methoxyazetidin-1-yl)cycloheptyl)oxy)-1-oxoisoindolin-2-yl)piperidine-2,6-dione COC1CN(C1)[C@H]1[C@@H](CCCCC1)OC=1C=C2CN(C(C2=CC1)=O)C1C(NC(CC1)=O)=O